ClC=1C=C(C(=O)N2CC=3C(=NN4C3C(N(C[C@H]4C)C(C)C4=CC=C(C#N)C=C4)=O)C[C@H]2C)C=CC1Cl 4-(1-((3R,7R)-2-(3,4-dichlorobenzoyl)-3,7-dimethyl-10-oxo-1,3,4,7,8,10-hexahydropyrido[4',3':3,4]pyrazolo[1,5-a]pyrazin-9(2H)-yl)ethyl)benzonitrile